OC1=C(C=C(C=O)C=C1CC=C(C)C)CC=C(C)C 4-hydroxy-3,5-bis(3-methyl-2-buten-1-yl)benzaldehyde